2,7-bis(t-butylperoxy)-2,7-dimethyloctane C(C)(C)(C)OOC(C)(CCCCC(C)(C)OOC(C)(C)C)C